O=C1NC(CCC1N1C(C2=CC=C(C=C2C1=O)CN1CCC(CC1)N1CCN(CC1)C1=NC(=C(C(=O)N)C=C1)C1=CC=C(C=C1)OC1=CC=CC=C1)=O)=O 6-(4-(1-((2-(2,6-dioxopiperidin-3-yl)-1,3-dioxoisoindolin-5-yl)methyl)piperidin-4-yl)piperazin-1-yl)-2-(4-phenoxyphenyl)nicotinamide